FC=1C=C(C=CC1OC)C1=CC=C(C=N1)CO (6-(3-fluoro-4-methoxyphenyl)pyridin-3-yl)methanol